N1C=CC2=CC=CC=C12 (Z)-1H-indole